Tetrahydro-furfurylacrylat C(C1CCCO1)OC(C=C)=O